N1(CCC1)C1=CC=C2[C@@]3(CC=4C(=NOC4C2=C1)NS(=O)(=O)C1=C(C=C(C(=O)NC)C=C1)OC)[C@@H](C3)C |o1:8,33| rel-4-(N-((1S,2R)-8'-(azetidin-1-yl)-2-methyl-4'H-spiro[cyclopropane-1,5'-naphtho[2,1-d]isoxazol]-3'-yl)sulfamoyl)-3-methoxy-N-methylbenzamide